ClC1=CC=C(C=C1)C1=CC(=NC(=N1)C=1C=NC=CC1)NCCCN(C)C N1-(6-(4-chlorophenyl)-2-(pyridin-3-yl)pyrimidin-4-yl)-N3,N3-dimethylpropane-1,3-diamine